tert-butyl (3-oxo-1',2',3',4',10',11',12',13'-octahydrospiro[isoindoline-1,7'-pyrano[2,3-f:6,5-f']diquinolin]-2-yl)carbamate O=C1N(C2(C=3C(=C4CCCNC4=CC3)OC=3C=4CCCNC4C=CC32)C3=CC=CC=C13)NC(OC(C)(C)C)=O